ClC1=CC=C(C=C1)C1=NC=C(N1C1=CC=NC=C1)CC(=O)O 2-[2-(4-chlorophenyl)-3-(4-pyridyl)imidazol-4-yl]acetic acid